FC=1C(=NC(=NC1)N[C@H]1[C@@H](CNCC1)O)C=1C=C(C2=C(N(C(=N2)C)C(C)C)C1)F (3R,4R)-4-({5-fluoro-4-[4-fluoro-2-methyl-1-(propan-2-yl)-1H-benzimidazol-6-yl]pyrimidin-2-yl}amino)piperidin-3-ol